2-(4-(5-chloro-2-(1H-tetrazol-1-yl)phenyl)-5-methoxy-2-oxopyridin-1(2H)-yl)-3-phenylpropionic acid ClC=1C=CC(=C(C1)C1=CC(N(C=C1OC)C(C(=O)O)CC1=CC=CC=C1)=O)N1N=NN=C1